S(=O)([O-])OS(=O)[O-].[Mo+4].S(=O)([O-])OS(=O)[O-] molybdenum disulfite